(3R)-3-(4-chlorophenyl)-2-[(5-chloropyrimidin-2-yl)methyl]-4-fluoro-6-[1-hydroxy-1-(1-methyl-1H-imidazol-4-yl)propyl]-3-[(3S)-oxolan-3-yloxy]-2,3-dihydro-1H-isoindol-1-one ClC1=CC=C(C=C1)[C@@]1(N(C(C2=CC(=CC(=C12)F)C(CC)(C=1N=CN(C1)C)O)=O)CC1=NC=C(C=N1)Cl)O[C@@H]1COCC1